(rac)-tert-butyl 4-acryloyl-1-(4-isopropyl-2-methylphenyl)-3,4,5,5a,7,8-hexahydropyrazolo[3,4,5-de][1,7]naphthyridine-6(1H)-carboxylate C(C=C)(=O)N1CC=2C3=C(CCN([C@H]3C1)C(=O)OC(C)(C)C)N(N2)C2=C(C=C(C=C2)C(C)C)C |r|